N-(2-butenyl)aniline C(C=CC)NC1=CC=CC=C1